1,3,5-Tri-methyl-2,4,6-tris(3,5-di-t-butyl-4-hydroxybenzyl)benzene CC1=C(C(=C(C(=C1CC1=CC(=C(C(=C1)C(C)(C)C)O)C(C)(C)C)C)CC1=CC(=C(C(=C1)C(C)(C)C)O)C(C)(C)C)C)CC1=CC(=C(C(=C1)C(C)(C)C)O)C(C)(C)C